C(C)(C)(C)OC(=O)N1[C@@H](CCC1(C)C)C(=O)O 1-tert-butoxycarbonyl-5,5-dimethyl-proline